O=C1C=C(C2=C(NC(N=C2)=S(=O)=O)N1C1CCC(CC1)NC(C)=O)C#C[Si](C(C)C)(C(C)C)C(C)C N-[(1s,4s)-4-{7-oxo-2-sulfonyl-5-[2-(triisopropylsilyl)ethynyl]pyrido[2,3-d]pyrimidin-8-yl}cyclohexyl]acetamide